Cl.C1(=CC(=CC=C1)C[C@@H]1NCC2(CC2)[C@@H]1NS(=O)(=O)C(F)F)C1=CC=CC=C1 N-((6S,7S)-6-([1,1'-biphenyl]-3-ylmethyl)-5-azaspiro[2.4]heptan-7-yl)-1,1-difluoromethanesulfonamide hydrochloride